methyl 3,5-bis(trifluoromethyl)-1-adamantylacrylate FC(C12CC3(CC(CC(C1)(C3)C(F)(F)F)C2)C(C(=O)OC)=C)(F)F